1-(4-carboxyphenyl)-5-mercaptotetrazole C(=O)(O)C1=CC=C(C=C1)N1N=NN=C1S